ClC1=CC=C(C=C1)C(C1=C(C=C(C(=C1)OC(C)C)OC)CC(=O)OCC)O Ethyl 2-[2-[(4-chlorophenyl)-hydroxy-methyl]-4-isopropoxy-5-methoxy-phenyl]acetate